O[C@@H]1CC[C@H](CC1)C(=O)O[C@@H]1CC[C@H](CC1)C(N(C[C@@H]1CC[C@H](CC1)C1=CC(=C(C=C1)OC)C)C1=CC(=CC=C1)C=1C=NN(C1)C1CC1)=O trans-4-((3-(1-Cyclopropyl-1H-pyrazol-4-yl)phenyl)((trans-4-(4-methoxy-3-methylphenyl)cyclohexyl)methyl) carbamoyl)cyclohexyl trans-4-hydroxycyclohexanecarboxylate